O=C1NC(CCC1N1C(C2=CC=CC(=C2C1=O)NCCCCCC1C(C(CN1SCNCC)C(=O)N)C1=CC=C(C=C1)F)=O)=O 5-(((2-(2,6-dioxopiperidin-3-yl)-1,3-dioxoisoindol-4-yl)amino)pentyl)-1-(ethylaminomethylsulfanyl)-4-(4-fluorophenyl)pyrrolidine-3-carboxamide